ClC1=C(C=CC(=C1)C(F)(F)F)NC(CN1C(=C(C(C=2C1=NC=C(N2)NC)=O)N2CCN(CC2)C(=O)C2=NC=NC(=C2O)C)CC)=O N-(2-chloro-4-(trifluoromethyl)phenyl)-2-(6-ethyl-7-(4-(5-hydroxy-6-methylpyrimidine-4-carbonyl)piperazin-1-yl)-2-(methylamino)-8-oxopyrido[2,3-b]pyrazin-5(8H)-yl)acetamide